N-(3-fluorophenyl)-4-hydroxy-1-isobutyl-5-(4-methylpiperazin-1-yl)-2-oxo-1,2-dihydroquinoline-3-carboxamide FC=1C=C(C=CC1)NC(=O)C=1C(N(C2=CC=CC(=C2C1O)N1CCN(CC1)C)CC(C)C)=O